1-[(1S,3S)-3-butyl-1-(4-fluorophenyl)-1,3,4,9-tetrahydropyrido[3,4-b]indol-2-yl]-2-hydroxy-ethanone C(CCC)[C@H]1CC2=C(NC3=CC=CC=C23)[C@@H](N1C(CO)=O)C1=CC=C(C=C1)F